ClC=1C=C2C(=NC1)C1(N(C2)C(=O)OC(C)(C)C)COC1 tert-butyl 3'-chlorospiro[oxetane-3,7'-pyrrolo[3,4-b]pyridine]-6'(5'H)-carboxylate